2-[[(1R)-1-[6-Methyl-4-oxo-2-(1-piperidyl)chromen-8-yl]ethyl]amino]benzoic acid CC=1C=C2C(C=C(OC2=C(C1)[C@@H](C)NC1=C(C(=O)O)C=CC=C1)N1CCCCC1)=O